ClC1=C(C=C(C=C1F)C=1N=NN(C1)[C@@H]1[C@H]([C@@H](SC2=CC(=C(C=C2)Cl)Cl)O[C@@H]([C@@H]1O)CO)OC)F 3,4-Dichlorophenyl 3-[4-(4-chloro-3,5-difluorophenyl)-1H-1,2,3-triazol-1-yl]-3-deoxy-2-O-methyl-1-thio-α-D-galactopyranoside